C(#N)[C@H]1[C@@H](C1)C1=NC=2N(C=C1)N=CC2NC(=O)[C@H]2CCN(C1(CC1)C2)C(=O)C2=NNC(=C2)C2=CC(=NC=C2F)OC (S)-N-(5-((1r,2r)-2-cyanocyclopropyl)pyrazolo[1,5-a]pyrimidin-3-yl)-4-(5-(5-fluoro-2-methoxypyridin-4-yl)-1H-pyrazole-3-carbonyl)-4-azaspiro[2.5]octane-7-carboxamide